C(CCCC)OC(=O)[C@H](O)[C@@H](O)[C@H](O)[C@H](O)COP(=O)(O)O 6-phosphogluconic acid pentyl ester